2-(3-(1-amino-8-azaspiro[4.5]dec-8-yl)-6-((2,3-dichlorophenyl)thio)-5-methylpyrazin-2-yl)propan-2-ol NC1CCCC12CCN(CC2)C=2C(=NC(=C(N2)C)SC2=C(C(=CC=C2)Cl)Cl)C(C)(C)O